tetracalcium aluminum [Al].[Ca].[Ca].[Ca].[Ca]